C(C1=CC=CC=C1)(C1=CC=CC=C1)(C1=CC=CC=C1)N[C@@H](CC1=CNC=N1)C(=O)O N-(trityl)-L-histidine